C(C1=CC=CC=C1)N1C([C@H]([C@@H](C1)CF)OS(=O)(=O)C)=O Trans-methanesulfonic acid 1-benzyl-4-(fluoromethyl)-2-oxopyrrolidin-3-yl ester